C1(=CC=CC=C1)C=1C(=CSC1)C(=O)O 4-phenylthiophene-3-carboxylic acid